C1(CC1)C1=NC=NC(=C1C=1N=CC2=C(N1)N(C(C=C2)=O)CC2=CC=C(C=C2)C2=NC(=CC=C2)C(F)(F)F)OC 2-(4-cyclopropyl-6-methoxypyrimidin-5-yl)-8-({4-[6-(trifluoromethyl)pyridin-2-yl]phenyl}methyl)pyrido[2,3-d]pyrimidin-7-one